COC1=CC=C(C=C1)C1OCCC1 2-(4-methoxyphenyl)-tetrahydrofuran